NC1=C(C(=C(C=N1)NC(C(=O)N1[C@@H](CC[C@H](C1)C)C1=CC=C(C=C1)O)=O)C)C (6-amino-4,5-dimethyl-3-pyridyl)-2-[(2S,5R)-2-(4-hydroxyphenyl)-5-methyl-1-piperidyl]-2-oxo-acetamide